(E)-4-(4-pyridinyl)quinazoline N1=CC=C(C=C1)C1=NC=NC2=CC=CC=C12